methyl 2-((2-(tert-Butoxycarbonyl)-2-azabicyclo[4.1.0]hept-5-yl) methyl)-1-(thiazol-5-ylmethyl)-1H-benzo[d]imidazole-6-carboxylate C(C)(C)(C)OC(=O)N1C2CC2C(CC1)CC1=NC2=C(N1CC1=CN=CS1)C=C(C=C2)C(=O)OC